(4-chloro-2-fluorophenyl)-5-fluoro-2,3-dimethyl-6-(5-(1-methyl-1H-pyrazol-4-yl)-4-oxa-7-azaspiro[2.5]oct-7-yl)pyrido[3,4-d]pyrimidin-4(3H)-one ClC1=CC(=C(C=C1)C1=NC(=C(C2=C1N=C(N(C2=O)C)C)F)N2CC(OC1(CC1)C2)C=2C=NN(C2)C)F